C(C)(CC)N(C1=NC=C(C=N1)B1OC(C(O1)(C)C)(C)C)C N-(sec-butyl)-N-methyl-5-(4,4,5,5-tetramethyl-1,3,2-dioxaborolan-2-yl)pyrimidin-2-amine